7-Allyl-2-amino-9-((2R,3R,4R,5R)-3,4-dihydroxy-5-(hydroxymethyl)tetrahydrofuran-2-yl)-7,9-dihydro-1H-purin-6,8-dion C(C=C)N1C(N(C=2N=C(NC(C12)=O)N)[C@@H]1O[C@@H]([C@@H]([C@H]1O)O)CO)=O